NC(C(=O)O)(CCCCB(O)O)CC(CC)=O 2-amino-6-borono-2-(2-oxobutyl)hexanoic acid